aminoethyl ketone NCCC(=O)CCN